N-hydroxysulfoisophthalimide ON1C(C2=C(C(C1=O)=CC=C2)S(=O)(=O)O)=O